(2S,4S)-4-fluoro-1-[2-[4-[(8-methyl-4-quinolinyl)amino]-1-piperidinyl]acetyl]pyrrolidine-2-carbonitrile F[C@H]1C[C@H](N(C1)C(CN1CCC(CC1)NC1=CC=NC2=C(C=CC=C12)C)=O)C#N